(R)-6-(2-(3-chlorophenyl)-2-hydroxyacetyl)-2-(1-(4-(pyridin-4-yl)thiophen-2-yl)cyclopropyl)-5,6,7,8-tetrahydropyrido[4,3-d]pyrimidin-4(3H)-one ClC=1C=C(C=CC1)[C@H](C(=O)N1CC2=C(N=C(NC2=O)C2(CC2)C=2SC=C(C2)C2=CC=NC=C2)CC1)O